Dipivalamide CC(C)(C)C(=O)NC(=O)C(C)(C)C